5-(4-((6-((Cyclopropylmethoxy)methyl)-1,4-dioxan-2-yl)methoxy)phenyl)-2-oxo-6-(trifluoromethyl)-1,2-dihydropyridine-3-carboxamide C1(CC1)COCC1COCC(O1)COC1=CC=C(C=C1)C=1C=C(C(NC1C(F)(F)F)=O)C(=O)N